Prenyl-Oxyresveratrol C(C=C(C)C)OC1=C(C=C(C=C1O)O)C=CC1=CC=C(O)C=C1